COC(=O)C=1N(C=CN1)C1=CC=C(C=C1)F 1-(4-fluorophenyl)imidazole-2-carboxylic acid methyl ester